N-(3-(5-(2-(azetidin-1-yl)pyrimidin-5-yl)-1H-pyrrolo-[2,3-b]pyridine-3-carbonyl)-2,6-difluorophenyl)-3,3,3-trifluoro-propane-1-sulfonamide N1(CCC1)C1=NC=C(C=N1)C=1C=C2C(=NC1)NC=C2C(=O)C=2C(=C(C(=CC2)F)NS(=O)(=O)CCC(F)(F)F)F